C(C)(=O)C1=C(C2=C(N=C(N=C2)NC2=CC=C(C=N2)N(C(C)=O)C)N(C1=O)C1CCCC1)C N-[6-(6-Acetyl-8-cyclopentyl-5-methyl-7-oxo-7,8-dihydro-pyrido[2,3-d]pyrimidin-2-ylamino)-pyridin-3-yl]-N-methyl-acetamide